CN1C(=O)C=CS1 METHYL-ISOTHIAZOLINONE